bis(2-hydroxypropoxy)-1,1'-binaphthyl OC(COC=1C(=C(C2=CC=CC=C2C1)C1=CC=CC2=CC=CC=C12)OCC(C)O)C